3-fluoro-4-hydroxy-3,4-dimethylpiperidinol trifluoroacetate FC(C(=O)O)(F)F.FC1(CN(CCC1(C)O)O)C